tert-butyl 6-(bromomethyl)-3,4-dihydro-1H-isoquinoline-2-carboxylate BrCC=1C=C2CCN(CC2=CC1)C(=O)OC(C)(C)C